2-(3-hydroxy-4-((4-(3-(3-(trifluoromethyl)phenyl)morpholino)-7H-pyrrolo[2,3-d]pyrimidin-7-yl)methyl)piperidin-1-yl)acetamide OC1CN(CCC1CN1C=CC2=C1N=CN=C2N2C(COCC2)C2=CC(=CC=C2)C(F)(F)F)CC(=O)N